Methylphenyl-silanediyl(4-(4-(tert-butyl)phenyl)-2-methyl-1H-inden-1-yl)(4-(4-(tert-butyl)phenyl)-2-isopropyl-1H-inden-1-yl)Zirconium dichloride [Cl-].[Cl-].C[Si](=[Zr+2](C1C(=CC2=C(C=CC=C12)C1=CC=C(C=C1)C(C)(C)C)C(C)C)C1C(=CC2=C(C=CC=C12)C1=CC=C(C=C1)C(C)(C)C)C)C1=CC=CC=C1